BrCC1=C2C(=NC(=C1)Cl)N(C(=N2)C)C2COC2 7-(bromomethyl)-5-chloro-2-methyl-3-(oxetan-3-yl)-3H-imidazo[4,5-b]pyridine